N=1C=C(N2C1C=NC=C2)CN2CCC1=CC=C(C=C21)NC(C2=CC(=CC(=C2)C(F)(F)F)CN2CCN(CC2)C)=O N-(1-(Imidazo[1,2-a]pyrazin-3-ylmethyl)indolin-6-yl)-3-((4-methylpiperazin-1-yl)methyl)-5-(trifluoromethyl)benzamid